tert-butyl 7-(4-ethoxy-5-((8-fluoro-2-methylimidazo[1,2-a]pyridin-6-yl)carbamoyl)pyrimidin-2-yl)-4,7-diazaspiro[2.5]octane-4-carboxylate C(C)OC1=NC(=NC=C1C(NC=1C=C(C=2N(C1)C=C(N2)C)F)=O)N2CCN(C1(CC1)C2)C(=O)OC(C)(C)C